ClC1=NN=C(C2=CC(=C(C=C12)C1=C(C=CC=C1O)F)Cl)C(C=C)=O 1-(4,7-dichloro-6-(2-fluoro-6-hydroxyphenyl)phthalazin-1-yl)propan-2-en-1-one